COC=1C=2CC[C@H]3[C@@H]4CC[C@@H]([C@@]4(C)CC[C@@H]3C2C=CC1O)O (17beta)-4-methoxy-estra-1,3,5(10)-triene-3,17-diol